[Cu-]=S.[Te+2].[Cu-]=S tellurium cuprous sulfide